4,9-bis(8-phenylnaphthalen-1-yl)naphtho[2,3-c][1,2,5]thiadiazole C1(=CC=CC=C1)C=1C=CC=C2C=CC=C(C12)C1=C2C=CC=CC2=C(C2=NSN=C21)C2=CC=CC1=CC=CC(=C21)C2=CC=CC=C2